2-(4-cyclopropyl-6-methoxypyrimidin-5-yl)-N-(4-(4-(trifluoromethyl)-1-((1-(trifluoromethyl)cyclopropyl)methyl)-1H-imidazol-2-yl)benzyl)-7H-purin-6-amine C1(CC1)C1=NC=NC(=C1C1=NC(=C2NC=NC2=N1)NCC1=CC=C(C=C1)C=1N(C=C(N1)C(F)(F)F)CC1(CC1)C(F)(F)F)OC